(2S,3S)-3-((2-(2-chloro-5H-pyrrolo[2,3-b]pyrazin-7-yl)-7-methyl-7H-pyrrolo[2,3-d]pyrimidin-4-yl)amino)bicyclo[2.2.2]octane-2-carboxylic acid ClC=1N=C2C(=NC1)NC=C2C=2N=C(C1=C(N2)N(C=C1)C)N[C@@H]1[C@H](C2CCC1CC2)C(=O)O